FC1=C(CC2=C(C(=CC(=C2)C)C)NC(CN2CCOCC2)=O)C=CC=C1 N-(2-(2-fluorobenzyl)-4,6-dimethylphenyl)-2-morpholinoacetamide